ClC=1C=CC2=C(OCCN(S2(=O)=O)[C@H](C(=O)OC(C)(C)C)C(C)C2=C(C(=CC=C2F)C)C)C1C tert-butyl (2S)-2-(7-chloro-6-methyl-1,1-dioxido-3,4-dihydro-2H-benzo[b][1,4,5]oxathiazepin-2-yl)-3-(6-fluoro-2,3-dimethylphenyl)butanoate